tert-butyl (2-(5-((4-((2,2,2-trifluoroacetamido)-methyl)benzyl) amino)-pyrazine-2-carboxamido)phenyl)carbamate FC(C(=O)NCC1=CC=C(CNC=2N=CC(=NC2)C(=O)NC2=C(C=CC=C2)NC(OC(C)(C)C)=O)C=C1)(F)F